(1-(2-(5-((3-methyloxetan-3-yl)methoxy)-1H-benzo[d]imidazol-1-yl)quinolin-8-yl)pyrrolidin-2-yl)methanamine CC1(COC1)COC1=CC2=C(N(C=N2)C2=NC3=C(C=CC=C3C=C2)N2C(CCC2)CN)C=C1